N-[5-ethylsulfonyl-6-[3-methyl-6-(trifluoromethyl)imidazo[4,5-c]pyridin-2-yl]-3-pyridinyl]-2-hydroxy-2-methyl-propionamide C(C)S(=O)(=O)C=1C=C(C=NC1C1=NC2=C(C=NC(=C2)C(F)(F)F)N1C)NC(C(C)(C)O)=O